4-(Piperidin-1-yl)-1,2,5-thiadiazol-3-yl piperidin-1-carboxylat N1(CCCCC1)C(=O)OC1=NSN=C1N1CCCCC1